3,4-dimethyl-pentanoic acid ethyl ester C(C)OC(CC(C(C)C)C)=O